potassium hexafluorophosphate, potassium salt [K+].F[P-](F)(F)(F)(F)F.[K+].F[P-](F)(F)(F)(F)F